OC1CCN(CC1)C=1C=C2C(=CC=NC2=CN1)NC1=CC=C(C=C1)NC(=O)C=1C(N(C=CC1)C1=CC=CC=C1)=O N-[4-[[6-(4-hydroxy-1-piperidyl)-1,7-naphthyridin-4-yl]amino]phenyl]-2-oxo-1-phenyl-pyridine-3-carboxamide